(acetoxymethyl)-5-methoxy-4-(4-(3,4,5-trifluorophenyl)-1H-1,2,3-triazol-1-yl)tetrahydro-2H-pyran-3-yl acetate C(C)(=O)OC1C(OCC(C1N1N=NC(=C1)C1=CC(=C(C(=C1)F)F)F)OC)COC(C)=O